C(CCCC)OC=1C=C(C=O)C=CC1OCCCCC 3,4-Bis(pentyloxy)benzaldehyde